FC(/C(=C(\C(F)(F)F)/Cl)/Cl)(F)F Z-1,1,1,4,4,4-hexafluoro-2,3-dichloro-2-butene